(2S,4S)-1-tert-butoxycarbonyl-4-[tert-butoxycarbonyl-[6-[3-[2-(2-hydroxyethoxy)-3-(methylamino)propyl]-2-methyl-benzimidazol-4-yl]-2-pyridyl]amino]pyrrolidine-2-carboxylic acid C(C)(C)(C)OC(=O)N1[C@@H](C[C@@H](C1)N(C1=NC(=CC=C1)C1=CC=CC=2N=C(N(C21)CC(CNC)OCCO)C)C(=O)OC(C)(C)C)C(=O)O